Iron tetrachloride [Fe](Cl)(Cl)(Cl)Cl